C(C)C1=C(C=C(C(=O)O)C=C1)S(NC1=C(C=C(C(=C1)C=1C=NOC1C)Cl)N1CCCCC1)(=O)=O 4-Ethyl-3-(N-(4-chloro-5-(5-methylisoxazol-4-yl)-2-(piperidin-1-yl)phenyl)sulfamoyl)benzoic acid